C(C)OC(C1=CC=C(C(=O)[O-])C=C1)=O.[Na+] sodium monoethylterephthalate